ClC1=CC=C(C=C1)CN1C(=NC=2N(C([C@@H](N(C(C21)=O)C)CCO)=O)C)OC2=CC(=CC=C2)OC(F)(F)F (6S)-1-[(4-chlorophenyl)methyl]-6-(2-hydroxyethyl)-4,7-dimethyl-2-[3-(trifluoromethoxy)phenoxy]-1H,4H,5H,6H,7H,8H-imidazo[4,5-e][1,4]diazepine-5,8-dione